C(#N)C1=C(SC=C1)C=1SC=CC1C#N 3,3'-dicyano-2,2'-bithiophene